F[P-](F)(F)(F)(F)F.N1(C=CC2=CC=CC=C12)CCN1C=[NH+]C=C1.N1(C=CC2=CC=CC=C12)CCN1C=[NH+]C=C1.N1(C=CC2=CC=CC=C12)CCN1C=[NH+]C=C1.F[P-](F)(F)(F)(F)F.F[P-](F)(F)(F)(F)F tris(1-(2-(1H-indol-1-yl)ethyl)-1H-imidazol-3-ium) hexafluorophosphate